COC=1C=CC=2N(C1)N=C(N2)C2=CN=C(C1=CN=C(C=C21)NC2=NC=CC=C2)NC 4-(6-methoxy-[1,2,4]triazolo[1,5-a]pyridin-2-yl)-N1-methyl-N6-(pyridin-2-yl)-2,7-naphthyridine-1,6-diamine